COC1=CN=C2C(=C(C(=NC2=C1)N1CC2(CN(C2)C(C=C)=O)CC1)C)C1=C2C=NNC2=CC=C1C 1-(6-(7-methoxy-3-methyl-4-(5-methyl-1H-indazol-4-yl)-1,5-naphthyridin-2-yl)-2,6-diazaspiro[3.4]octan-2-yl)-2-propen-1-one